CC(CC(C)(C)C)(C)C1=CC=C(C=C1)OC(C(C(=O)OC1=CC=C(C=C1)C(CC(C)(C)C)(C)C)(CC1=CC(=C(C(=C1)C(C)(C)C)O)C(C)(C)C)CC1=CC(=C(C(=C1)C(C)(C)C)O)C(C)(C)C)=O di[4-(1,1,3,3-tetramethylbutyl)-phenyl]-2,2-bis(3,5-di-tertbutyl-4-hydroxybenzyl)malonate